(2R)-1,1,1-Trifluoro-2-((5S)-5-methyl-9-(4-(((tetrahydro-2H-pyran-2-yl)oxy)methyl)bicyclo[2.1.1]hexan-1-yl)-5,6-dihydroimidazo[1,5-a]pyrazolo[5,1-c]pyrazin-3-yl)propan-2-ol FC([C@](C)(O)C1=NC=C2N1[C@H](CN1C2=CC(=N1)C12CCC(C1)(C2)COC2OCCCC2)C)(F)F